ClC=1C=CC=2C(C3=C(N(C2N1)CC(=O)OCC)C(=C(C=C3)Cl)N(C)C)=O ethyl 2-(2,8-dichloro-9-(dimethylamino)-5-oxobenzo[b][1,8]naphthyridin-10(5H)-yl)acetate